N-(4-(3-Isopropyl-2-(8-methoxy-[1,2,4]triazolo[1,5-a]pyridin-6-yl)-1H-indol-5-yl)cyclohexyl)-3-methyloxetan-3-amin C(C)(C)C1=C(NC2=CC=C(C=C12)C1CCC(CC1)NC1(COC1)C)C=1C=C(C=2N(C1)N=CN2)OC